ClC1=NC(=NC=C1C(F)(F)F)N[C@@H]1C[C@H](CC1)NC(OC(C)(C)C)=O tert-butyl ((1S,3S)-3-((4-chloro-5-(trifluoromethyl)pyrimidin-2-yl)amino)cyclopentyl)carbamate